tert-butyl (6aR)-4-chloro-3-(2-fluoro-6-methoxyphenyl)-12-oxo-1-phenyl-6a,7,9,10-tetrahydro-12H-pyrazino[2,1-c]pyrido[3,4-f][1,4]oxazepine-8(6H)-carboxylate ClC1=C(N=C(C=2C(N3[C@@H](COC21)CN(CC3)C(=O)OC(C)(C)C)=O)C3=CC=CC=C3)C3=C(C=CC=C3OC)F